FC=1C=2C(N3C(=NC2C=CC1)C(CC3)CC(C(=O)OCC)C(=O)OCC)=O Diethyl 2-((8-fluoro-9-oxo-1,2,3,9-tetrahydropyrrolo[2,1-b]quinazolin-3-yl)methyl)malonate